tert-butyl 4-(4-((6-nitropyridin-2-yl)amino)butyl)-6-azaspiro[2.5]octane-6-carboxylate [N+](=O)([O-])C1=CC=CC(=N1)NCCCCC1C2(CC2)CCN(C1)C(=O)OC(C)(C)C